ClC1=CC=C(C=N1)OC(C=C)=O (6-chloropyridin-3-yl)acrylate